Cl.ClC=1C=C2CC(CC2=CC1)N 5-chloro-2,3-dihydro-1H-indene-2-amine hydrochloride